(S)-2-(2-phenylacetamido)-4-((2-(phenylsulfonyl)ethyl)(4-(5,6,7,8-tetrahydro-1,8-naphthyridin-2-yl)butyl)amino)butanoic acid C1(=CC=CC=C1)CC(=O)N[C@H](C(=O)O)CCN(CCCCC1=NC=2NCCCC2C=C1)CCS(=O)(=O)C1=CC=CC=C1